chroman-2,4-dione O1C(CC(C2=CC=CC=C12)=O)=O